5-chloro-2-(3-(1-hydroxyethyl)phenyl)isoindolin-1-one ClC=1C=C2CN(C(C2=CC1)=O)C1=CC(=CC=C1)C(C)O